FC1=C(C=CC(=C1)C(F)(F)F)C1=C(N(N=N1)C)C(=O)OC methyl 5-[2-fluoro-4-(trifluoromethyl)phenyl]-3-methyl-triazole-4-carboxylate